tert-butyl 4-(2-methylpropyl)-5-oxo-1,4-diazepan-1-carboxylate CC(CN1CCN(CCC1=O)C(=O)OC(C)(C)C)C